OC(C(C)=O)C 3-hydroxybutan-2-one